2-hydroxy-2-(2-methylbenzo[d]thiazol-4-yl)ethan-1-one OC(C=O)C1=CC=CC2=C1N=C(S2)C